[Si](C)(C)(C(C)(C)C)OC[C@H]1N(C(C=C1)=O)C(=O)OC(C)(C)C tert-butyl (2S)-2-[[tert-butyl (dimethyl) silyl] oxymethyl]-5-oxo-2H-pyrrole-1-carboxylate